O1C[C@@H](CC1)CNC=1N=NC(=C2C1C=NC=C2)C2=CC=C1C(CCO1)=C2O |o1:2| 5-[4-[[rel-(3S)-Tetrahydrofuran-3-yl]methylamino]pyrido[3,4-d]pyridazin-1-yl]-2,3-dihydrobenzofuran-4-ol